2-(difluoromethoxy)-3-iodo-6-(trifluoromethyl)pyridine FC(OC1=NC(=CC=C1I)C(F)(F)F)F